1-iodo-2-methyl-propane ICC(C)C